N1C=C(C2=CC=CC=C12)C([C@H](C1=CC=CC=C1)NCCC1=CC=C(C(=O)NC)C=C1)=O |r| (S)- and (R)-4-(2-((2-(1H-indol-3-yl)-2-oxo-1-phenyl-ethyl)amino)eth-yl)-N-methylbenzamide